tert-butyl 7-(5-oxapentyl)-3,4-dihydro-1,8-naphthyridine-1(2H)-carboxylate C(CCCO)C1=CC=C2CCCN(C2=N1)C(=O)OC(C)(C)C